N-(4-{[7-{[3-(diethylamino)propyl]oxy}-6-(methyloxy)quinazolin-4-yl]oxy}-3-fluorophenyl)-N'-(4-fluorophenyl)cyclobutane-1,1-dicarboxamide C(C)N(CCCOC1=C(C=C2C(=NC=NC2=C1)OC1=C(C=C(C=C1)NC(=O)C1(CCC1)C(=O)NC1=CC=C(C=C1)F)F)OC)CC